N-[1-(2,5-difluorophenyl)ethyl]-2-[(3R)-3'-fluoro-3-methyl-[1,4'-bipiperidine]-1'-yl]-1,3-thiazole-5-carboxamide FC1=C(C=C(C=C1)F)C(C)NC(=O)C1=CN=C(S1)N1CC(C(CC1)N1C[C@@H](CCC1)C)F